2-(6-aminopyridin-3-yl)-9-ethyl-N-((6-(oxazol-2-yl)pyridin-3-yl)methyl)-9H-purin-6-amine NC1=CC=C(C=N1)C1=NC(=C2N=CN(C2=N1)CC)NCC=1C=NC(=CC1)C=1OC=CN1